1-(tert-butyl)-N-(4-(6-(1,5-dimethyl-1H-pyrazol-4-yl)pyrrolo[2,1-f][1,2,4]triazin-4-yl)-2-methylbenzyl)-1H-pyrazole-4-carboxamide C(C)(C)(C)N1N=CC(=C1)C(=O)NCC1=C(C=C(C=C1)C1=NC=NN2C1=CC(=C2)C=2C=NN(C2C)C)C